tert-butyl ((3R,4S)-1-(4-chloro-3,5-difluoro-1H-indole-2-carbonyl)-3-fluoropiperidin-4-yl)(methyl)carbamate ClC1=C2C(=C(NC2=CC=C1F)C(=O)N1C[C@H]([C@H](CC1)N(C(OC(C)(C)C)=O)C)F)F